CNC1=CC=C(C=C1)NC N,N'-dimethyl-1,4-phenylenediamine